CC1(C2CCC(C1)C2)OC(=O)C2C1C3C4C=CC(C3C(C2)C1)C4 8-(2-methyl-2-norbornyloxycarbonyl)-tetracyclo[4.4.0.12,5.17,10]-3-dodecene